CC1=NC2=C(N1)C=C(C=C2C(=O)O)C2=C(C(=C(C(=C2F)F)C2=CC(=CC=C2)CN2CCOCC2)F)F 2-methyl-6-(2,3,5,6-tetrafluoro-3'-(morpholinomethyl)-[1,1'-biphenyl]-4-yl)-1H-benzo[d]imidazole-4-carboxylic acid